OC(CCN1N=C2C=C(C(=CC2=C1)NC(=O)C=1N=C(SC1)C=1C=NC(=CC1)O)C1=CSC=C1)(C)C N-(2-(3-hydroxy-3-methylbutyl)-6-(thiophene-3-yl)-2H-indazol-5-yl)-2-(6-hydroxypyridin-3-yl)thiazole-4-carboxamide